C(C)(C)(C)OC(=O)N[C@H]1CCC(C[C@@H]2N(C1=O)[C@@H](CC2)C(=O)O)=C (3S,6S,10aR)-6-{[(tert-Butoxy)carbonyl]amino}-9-methylidene-5-oxo-decahydropyrrolo[1,2-a]azocine-3-carboxylic acid